C(C=CC=CCCCCCCC)(=O)O 2,4-DODECADIENOIC ACID